CSC1=NN=C(S1)NC(=O)C=1OC(=NN1)N1CCCCC1 N-(5-(methylthio)-1,3,4-thiadiazol-2-yl)-5-(piperidin-1-yl)-1,3,4-oxadiazole-2-carboxamide